(R)-2-methylmorpholine-4-carboxylic acid chloride C[C@@H]1CN(CCO1)C(=O)Cl